7-Amino-4-hydroxynaphthalin NC1=CC=C2C(=CC=CC2=C1)O